dipropylene glycol monoethyl ether Ethyl-2-(((1s,4s)-4-((7-morpholino-1,6-naphthyridin-5-yl)oxy)cyclohexyl)amino)-4-((tetrahydro-2H-pyran-4-yl)amino)pyrimidine-5-carboxylate C(C)C1=C(C(=NC(=N1)NC1CCC(CC1)OC1=C2C=CC=NC2=CC(=N1)N1CCOCC1)NC1CCOCC1)C(=O)OCC(OCC(C)OCC)C